C(C)C1=NC=NC=C1 4-ethylpyrimidin